5,5-dimethyl-2-(4-vinylphenyl)-1,3,2-dioxaborolan CC1(COB(O1)C1=CC=C(C=C1)C=C)C